P(=O)(ON(C1=C(C(=CC=C1)C1=NN(C=N1)C)OC)C1=C(N=NC(=C1)NC(=O)C1CC1)C(NC([2H])([2H])[2H])=O)(OC)[O-] ((6-(cyclopropanecarboxamido)-3-((methyl-d3) carbamoyl) pyridazin-4-yl) (2-methoxy-3-(1-methyl-1H-1,2,4-triazol-3-yl) phenyl) amino) methyl phosphate